3-Ethoxyphenyl 2,4,6-tri-O-acetyl-3-azido-3-deoxy-1-thio-α-D-galactopyranoside C(C)(=O)O[C@H]1[C@@H](SC2=CC(=CC=C2)OCC)O[C@@H]([C@@H]([C@@H]1N=[N+]=[N-])OC(C)=O)COC(C)=O